1-(2,6-difluorophenyl)-N-(1,2-dimethyl-4-(4,7-diazaspiro[2.5]octan-7-yl)-1H-benzo[d]imidazol-5-yl)-6-oxo-1,6-dihydropyridazine-3-carboxamide FC1=C(C(=CC=C1)F)N1N=C(C=CC1=O)C(=O)NC1=C(C2=C(N(C(=N2)C)C)C=C1)N1CCNC2(CC2)C1